NC=1C2=C(N=CN1)N(C=C2C=2C=CC=C1C=CNC21)CC(=O)N2[C@@H](C[C@H](C2)F)C(=O)NCC2=C(C(=CC=C2)Cl)F (2S,4R)-1-(2-(4-amino-5-(1H-indol-7-yl)-7H-pyrrolo[2,3-d]pyrimidin-7-yl)acetyl)-N-(3-chloro-2-fluorophenylmethyl)-4-fluoropyrrolidine-2-carboxamide